2-(1-ethyl-3-methyl-1H-pyrazol-4-yl)-5-{[(3R)-2-oxoazepan-3-yl]amino}[1,2,4]triazolo[1,5-c]quinazoline-7-carbonitrile C(C)N1N=C(C(=C1)C1=NN2C(=NC3=C(C=CC=C3C2=N1)C#N)N[C@H]1C(NCCCC1)=O)C